1-acetyl-2-deoxy-3,5-di-O-benzoyl-ribofuranose C(C)(=O)C1(O)C[C@H](OC(C2=CC=CC=C2)=O)[C@H](O1)COC(C1=CC=CC=C1)=O